Cl.ClCC1=NC(=CC=C1C)F 2-(chloromethyl)-6-fluoro-3-methyl-pyridine hydrochloride